2,6-difluoro-N,N-dimethyl-4-(4-(2-((R)-3,3,3-trifluoro-2-hydroxy-2-phenylpropanoyl)-2-azaspiro[3.3]heptan-6-yl)piperazin-1-yl)benzamide FC1=C(C(=O)N(C)C)C(=CC(=C1)N1CCN(CC1)C1CC2(CN(C2)C([C@@](C(F)(F)F)(C2=CC=CC=C2)O)=O)C1)F